[2-[6-[(2R,6S)-2,6-dimethylmorpholin-4-yl]-2-pyridinyl]-1,6-naphthyridin-7-yl]methylamine C[C@@H]1CN(C[C@@H](O1)C)C1=CC=CC(=N1)C1=NC2=CC(=NC=C2C=C1)CN